C(C)OC(=O)[C@@H]1CN(CC[C@@H]1NC(=O)OCC1=CC=CC=C1)C(=O)OC(C)(C)C (3R,4S)-4-Benzyloxycarbonylamino-piperidine-1,3-dicarboxylic acid 1-tert-butyl ester 3-ethyl ester